phenyl ((1S,2S,5R)-1-hydroxy-2-isopropyl-5-methylcyclohexane-1-carbonyl)glycinate O[C@@]1([C@@H](CC[C@H](C1)C)C(C)C)C(=O)NCC(=O)OC1=CC=CC=C1